FC=1C=C(C=NC1)CNC1C=2C=CC=NC2N(CC1)C 5-(((5-fluoropyridin-3-yl)methyl)amino)-8-methyl-5,6,7,8-tetrahydro-1,8-naphthyridin